5,6-Difluoro-4-(8-fluoro-2-(((2R,7aS)-2-fluorotetrahydro-1H-pyrrolizin-7a(5H)-yl)methoxy)-4-(1,4-oxazepan-4-yl)pyrido[4,3-d]pyrimidin-7-yl)naphthalen-2-ol FC1=C2C(=CC(=CC2=CC=C1F)O)C1=C(C=2N=C(N=C(C2C=N1)N1CCOCCC1)OC[C@]12CCCN2C[C@@H](C1)F)F